(2E)-2-methoxyimino-2-[2-[[(E)-[2-methoxy-1-(2,4-difluorophenyl)ethylidene]amino]oxymethyl]-3-methyl-phenyl]-N-methyl-acetamide CO\N=C(\C(=O)NC)/C1=C(C(=CC=C1)C)CO/N=C(/COC)\C1=C(C=C(C=C1)F)F